[Mo](=[Se])=[Se] molybdenum di-selenide